ClC1=CC2=C(C=N1)C=C(S2)C2=CC=CC=C2 6-Chloro-2-phenylthieno[3,2-c]pyridine